(S)-2-(4-chloro-2-fluorophenyl)-1-(4-((5R,7R)-7-hydroxy-5-methyl-6,7-dihydro-5H-cyclopenta[d]pyrimidin-4-yl)piperazin-1-yl)-3-(tetrahydro-2H-pyran-4-ylamino)propan-1-one ClC1=CC(=C(C=C1)[C@H](C(=O)N1CCN(CC1)C=1C2=C(N=CN1)[C@@H](C[C@H]2C)O)CNC2CCOCC2)F